NC1=C(C=NC(=C1)Br)O 4-Amino-6-bromopyridin-3-ol